FC=1C=C(C=C2C(=C(C=NC12)C1(COCC1)O)C(C)C)B1OC(C(O1)(C)C)(C)C 3-(8-fluoro-4-isopropyl-6-(4,4,5,5-tetramethyl-1,3,2-dioxaborolan-2-yl)quinolin-3-yl)tetrahydrofuran-3-ol